bis(2,6-di-t-butyl-4-methoxycarbonylethyl-phenyl)pentaerythritol diphosphite OP(O)OP(O)O.C(C)(C)(C)C1=C(C(=CC(=C1)CCC(=O)OC)C(C)(C)C)C(O)(C(CO)(CO)CO)C1=C(C=C(C=C1C(C)(C)C)CCC(=O)OC)C(C)(C)C